CC=1C=C(C=CC1)N(C1=CC=CC=C1)C1=CC=C(C=C1)C (E)-N-(3-methylphenyl)-N-(4-methylphenyl)aniline